N-((2-(2,6-dioxopiperidin-3-yl)-7-fluoro-1,3-dioxoisoindolin-5-yl)methyl)-4,9-dioxo-4,9-dihydronaphtho[2,3-b]furan-2-carboxamide O=C1NC(CCC1N1C(C2=C(C=C(C=C2C1=O)CNC(=O)C1=CC2=C(O1)C(C1=CC=CC=C1C2=O)=O)F)=O)=O